4-(trifluoromethyl)-cyclohex-1-enyl triflate O(S(=O)(=O)C(F)(F)F)C1=CCC(CC1)C(F)(F)F